FC1=CC=C(C=C1)C1CC(C(NC1(C)C)=O)C1=CC(=CC=C1)OC 5-(4-fluorophenyl)-3-(3-methoxyphenyl)-6,6-dimethylpiperidin-2-one